4-Bromo-2-(difluoromethoxy)benzoyl-hydrazine tert-butyl-(1R,5S,6S)-3-benzyl-6-hydroxy-1,5-dimethyl-3,8-diazabicyclo[3.2.1]octane-8-carboxylate C(C)(C)(C)OC(=O)N1[C@]2(CN(C[C@]1([C@H](C2)O)C)CC2=CC=CC=C2)C.BrC2=CC(=C(C(=O)NN)C=C2)OC(F)F